4-((2-((4-Cyanophenyl)amino)-6-(2-(3-hydroxyazetidine-1-yl)acetyl)-5,6,7,8-tetrahydropyrido[4,3-d]pyrimidine-4-yl)oxy)-3,5-dimethylbenzonitrile C(#N)C1=CC=C(C=C1)NC=1N=C(C2=C(N1)CCN(C2)C(CN2CC(C2)O)=O)OC2=C(C=C(C#N)C=C2C)C